CS(=O)(=O)OC=1N=C2N(C(C1)=O)C=C(C=C2Br)C2CC2 9-bromo-7-cyclopropyl-4-oxo-4H-pyrido[1,2-a]pyrimidin-2-yl methanesulfonate